BrC1=CC=C(CS(=O)(=O)N2CCOCC2)C=C1 4-((4-Bromobenzyl)sulfonyl)morpholine